FC1=C(C=C(C(=C1)F)F)C(F)(F)F 2,4,5-trifluoro-benzotrifluoride